6-(4-(piperazin-1-ylmethyl)piperidin-1-yl)pyridazine-3-carboxamide N1(CCNCC1)CC1CCN(CC1)C1=CC=C(N=N1)C(=O)N